1-(3-fluoro-4-methylbenzyl)-4-(5-methyloxazol-2-yl)-1,3-dihydro-2H-benzo[b]azepin-2-one FC=1C=C(CN2C3=C(C=C(CC2=O)C=2OC(=CN2)C)C=CC=C3)C=CC1C